5-tert-butyl-isophthalaldehyde C(C)(C)(C)C=1C=C(C=C(C=O)C1)C=O